2,5-bis-(aminomethyl)furan NCC=1OC(=CC1)CN